BrC1=CC(=C(C=C1)NC=1N(C(C=C2C(CN(C(C12)=O)OCCO)C)=O)C)F 8-((4-bromo-2-fluorophenyl)amino)-2-(2-hydroxyethoxy)-4,7-dimethyl-3,4-dihydro-2,7-naphthyridine-1,6(2h,7h)-dione